ClC1=C(C=CC=C1C=1C=C2C(N(C(=NN2C1)C=O)C)=O)C1=C(C(=CC=C1)C1=NC(=C(C=C1)CNCC1NC(CC1)=O)OC)Cl 6-(2,2'-dichloro-3'-(6-methoxy-5-((((5-oxopyrrolidin-2-yl)methyl)amino)methyl)pyridin-2-yl)-[1,1'-biphenyl]-3-yl)-3-methyl-4-oxo-3,4-dihydropyrrolo[2,1-f][1,2,4]triazine-2-carbaldehyde